CC=1C=CC(=C2CCCC12)OCC(CC)O 1-[(7-methyl-4-indanyl)oxy]butan-2-ol